FC=1C=C(C=CC1C1CCN(CC1)C1C(CNCC1)F)NC1C(NC(CC1)=O)=O 3-((3-fluoro-4-(3'-fluoro-[1,4'-bipiperidin]-4-yl)phenyl)amino)piperidine-2,6-dione